C(C([2H])([2H])[2H])O ethan-2,2,2-d3-1-ol